CN1N=CC=C1C=1C=C(N)C=CC1 3-(2-methylpyrazol-3-yl)aniline